[3-(bromomethyl)oxetan-3-yl]Methanol BrCC1(COC1)CO